1-(trifluoromethyl)-1H-indazole-5-carboxylic acid FC(N1N=CC2=CC(=CC=C12)C(=O)O)(F)F